FC=1C=C(C=NS(=O)C(C)(C)C)C=CC1C1(CC1)C N-(3-fluoro-4-(1-methylcyclopropyl)benzylidene)-2-methylpropane-2-sulfinamide